1-(indolizin-5-yl)ethan-1-one tert-butyl-4-((6-((5-(difluoromethoxy)-1H-pyrazol-3-yl)amino)-3-methylpyrazin-2-yl)oxy)piperidine-1-carboxylate C(C)(C)(C)OC(=O)N1CCC(CC1)OC1=NC(=CN=C1C)NC1=NNC(=C1)OC(F)F.C=1C=CN2C(=CC=CC12)C(C)=O